N-(1-cyclobutyl-1H-pyrazol-4-yl)-5-(1-(3,5-dichloropyridin-4-yl)ethoxy)-1H-indazole-3-carboxamide C1(CCC1)N1N=CC(=C1)NC(=O)C1=NNC2=CC=C(C=C12)OC(C)C1=C(C=NC=C1Cl)Cl